(4aR,10aR)-7-(benzyloxy)-1-propyl-1,2,3,4,4a,5,10,10a-octahydrobenzo[g]quinolin-6-ol hydrogen iodide I.C(C1=CC=CC=C1)OC1=CC=C2C(C[C@H]3CCCN([C@@H]3C2)CCC)=C1O